C[C@@H]1C(=CC2=CC(=CC=C12)O)C(C)C (R)-1-methyl-2-(1-methylethyl)-1H-inden-5-ol